(3-nitro-4-(phenylcarbamoyl)phenyl)boronic acid [N+](=O)([O-])C=1C=C(C=CC1C(NC1=CC=CC=C1)=O)B(O)O